OC=1N=CC=C2C1N(C=C2C=2C=C(C1=C(N(C=N1)[C@@H](C1CCOCC1)C1=CC=CC=C1)C2)NS(=O)(=O)CC)C (S)-N-(6-(7-hydroxy-1-methyl-1H-pyrrolo[2,3-c]pyridin-3-yl)-1-(phenyl(tetrahydro-2H-pyran-4-yl)methyl)-1H-benzo[d]imidazol-4-yl)ethanesulfonamide